tert-Butyl 4-(((7-(cyclopentylamino)-5-fluoro-4-oxo-3,4-dihydroquinazolin-2-yl)methyl) thio)piperidine-1-carboxylate C1(CCCC1)NC1=CC(=C2C(NC(=NC2=C1)CSC1CCN(CC1)C(=O)OC(C)(C)C)=O)F